C(CC=CCCCC)[Si](OCC)(OCC)OCC 3-octenyltriethoxysilane